O1C2=C(OCC1)C=C(C=C2)C(=O)NC=2C=CC(=C(C2)NC(=O)C2=CC=1C(=NC(=CC1)OCCN1CCCC1)S2)F N-(5-(2,3-Dihydrobenzo[b][1,4]dioxine-6-carboxamido)-2-fluorophenyl)-6-(2-(pyrrolidin-1-yl)ethoxy)thieno[2,3-b]pyridine-2-carboxamide